(S)-5-chloro-4-fluoro-2-(((2R,7aS)-2-fluorotetrahydro-1H-pyrrolizin-7a(5H)-yl)methoxy)-9-methyl-9,10-dihydro-8H-7-oxa-1,3,6,10-tetraazacyclohepta[de]naphthalene ClC1=C(C=2N=C(N=C3C2C(=N1)OC[C@@H](N3)C)OC[C@]31CCCN1C[C@@H](C3)F)F